CC/C=C\\C/C=C\\CC1C(O1)C/C=C\\C/C=C\\CCCCCC(=O)[O-] The molecule is a docosanoid anion that is the conjugate base of (7Z,10Z,16Z,19Z)-13,14-epoxydocosatetraenoic acid, obtained by deprotonation of the carboxy group; major species at pH 7.3. It is a docosanoid anion and a long-chain fatty acid anion. It derives from a (7Z,10Z,13Z,16Z,19Z)-docosapentaenoate. It is a conjugate base of a (7Z,10Z,16Z,19Z)-13,14-epoxydocosatetraenoic acid.